(1R,2R)-2-amino-1-(4-nitrophenyl)propane-1,3-diol N[C@@H]([C@H](O)C1=CC=C(C=C1)[N+](=O)[O-])CO